2-[6-[4-(2,6-diazaspiro[3.3]heptan-2-yl)phenyl]-4-fluoro-indazol-2-yl]-2-(6,7-dihydro-5H-pyrrolo[1,2-c]imidazol-1-yl)-N-thiazol-2-yl-acetamide C1N(CC12CNC2)C2=CC=C(C=C2)C=2C=C(C1=CN(N=C1C2)C(C(=O)NC=2SC=CN2)C2=C1N(C=N2)CCC1)F